N-{(1S)-1-[4-({7-[(1S)-2,2-difluoro-1-methoxyethyl]-2-methyl-[1,3]thiazolo[5,4-b]pyridin-6-yl}amino)phenyl]-2,2-difluoroethyl}-N-methyl-1,1-dioxo-1λ6-thiane-4-carboxamide FC([C@@H](OC)C1=C2C(=NC=C1NC1=CC=C(C=C1)[C@@H](C(F)F)N(C(=O)C1CCS(CC1)(=O)=O)C)SC(=N2)C)F